[3-(diethoxymethyl)-4-fluoro-5-trimethylsilyl-2-thienyl]-trimethyl-silane C(C)OC(C1=C(SC(=C1F)[Si](C)(C)C)[Si](C)(C)C)OCC